(3-chloro-5-fluorophenyl)-5,5-difluoro-3-iodo-1,5,6,7-tetrahydro-4H-indol-4-one ClC=1C=C(C=C(C1)F)N1C=C(C=2C(C(CCC12)(F)F)=O)I